ClC1=C(C2=C(C3=C(N=C(N(C3=O)CC3=CC=NO3)C3=C(C=C(C(=C3)F)F)C3CC3)S2)C=C1)O 7-chloro-2-(2-cyclopropyl-4,5-difluorophenyl)-8-hydroxy-3-(isoxazol-5-ylmethyl)benzo[4,5]thieno[2,3-d]pyrimidin-4(3H)-one